ClC=1C(=C(CCN2[C@@H](C[C@@](CC2)(C(=O)O)CC2=NC(=CC=C2F)NC2=NNC(=C2)C)C)C(=CC1)F)F (2R,4R)-1-(3-chloro-2,6-difluoro-phenethyl)-4-((3-fluoro-6-((5-methyl-1H-pyrazol-3-yl)amino)-pyridin-2-yl)methyl)-2-methyl-piperidine-4-carboxylic acid